C(C=C)[C@H]1O[C@@H]([C@H]([C@@H]([C@H]1NC(C(C)(C)C)=O)OCC1=CC=CC=C1)OCC1=CC=CC=C1)COCC1=CC=CC=C1 N-((2R,3S,4R,5S,6R)-2-Allyl-4,5-bis(benzyloxy)-6-((benzyloxy)methyl)tetrahydro-2H-pyran-3-yl)pivalamide